C1(CC1)[C@H](C)NCC=1N=NC(=CC1)C(F)(F)F (S)-1-cyclopropyl-N-((6-(trifluoromethyl)pyridazin-3-yl)-methyl)ethan-1-amine